(4-bromothiazol-2-yl)-3,6-dihydro-2H-pyridine-1-carboxylic acid tert-butyl ester C(C)(C)(C)OC(=O)N1C(CC=CC1)C=1SC=C(N1)Br